C(C)N(S(=O)(=O)C=1N=CC=2N(C1)C=CN2)[C@@H](C(F)(F)F)C2=CC=C(C=C2)F (R)-N-ethyl-N-(2,2,2-trifluoro-1-(4-fluorophenyl)ethyl)imidazo[1,2-a]pyrazine-6-sulfonamide